CC1C(=C(C2=CC=CC=C12)C)[Li] 1,3-dimethylindenyl-lithium